O1C=NC2=C1C(=CC=C2)CNCCC2=C(C=C(C(=C2)OC)Br)OC N-[(benzoxazol-7-yl)methyl]-1-(2,5-dimethoxy-4-bromophenyl)-2-aminoethane